3-[2-amino-5-[2-(methoxyphenyl)-6-methyl-4-pyridinyl]thiazol-4-yl]benzonitrile NC=1SC(=C(N1)C=1C=C(C#N)C=CC1)C1=CC(=NC(=C1)C)C1=C(C=CC=C1)OC